4-[(E)-(isopropylhydrazono)methyl]-2-methoxy-phenol C(C)(C)N\N=C\C1=CC(=C(C=C1)O)OC